benzyl 4-(5-bromopyridin-2-yl)indoline-1-carboxylate BrC=1C=CC(=NC1)C1=C2CCN(C2=CC=C1)C(=O)OCC1=CC=CC=C1